2-(2-chlorophenyl)-N-(3-(4-methoxyphenoxy)-5-sulfamoylisoquinolin-7-yl)acetamide rubidium cesium oxalate C(C(=O)[O-])(=O)[O-].[Cs+].[Rb+].ClC1=C(C=CC=C1)CC(=O)NC1=CC(=C2C=C(N=CC2=C1)OC1=CC=C(C=C1)OC)S(N)(=O)=O